FC(C1=CC=C(CNC(=O)C2NC3=CC=CC=C3C2)C=C1)(F)F N-(4-(trifluoromethyl)benzyl)-2,3-dihydro-1H-indole-2-carboxamide